heptenyl phosphate P(=O)(OC=CCCCCC)([O-])[O-]